BrC1=C(COC2(COC2)C2=CC(=C(C=C2OC)N=CN(C)CC)C)C=CC=C1 N'-(4-(3-((2-bromobenzyl)oxy)oxetan-3-yl)-5-methoxy-2-methylphenyl)-N-ethyl-N-methylformimidamide